ClC1=CC(=NC=C1)NC1=NC=CC=N1 N-(4-chloropyridin-2-yl)pyrimidin-2-amine